FC1=NC(=CC(=C1)NC1=CC2=C(C(=N1)C(=O)NCC(C)(C)C)OCO2)F 6-[(2,6-difluoro-4-pyridyl)amino]-N-(2,2-dimethylpropyl)-[1,3]dioxolo[4,5-c]pyridine-4-carboxamide